dioleylglutamic acid C(CCCCCCC\C=C/CCCCCCCC)N([C@@H](CCC(=O)O)C(=O)O)CCCCCCCC\C=C/CCCCCCCC